ClC=1C=C(OC2=CC=C(O2)C(=O)NCC(=O)N2CC3(OCCO3)C[C@H]2C(=O)O)C=CC1Cl (S)-7-((5-(3,4-dichlorophenoxy)furan-2-carbonyl)glycyl)-1,4-dioxa-7-azaspiro[4.4]nonane-8-carboxylic acid